ClC=1C=C(C=CC1)C1=C(N=CC(=N1)CC=1C=NC=NC1)OCC 5-{[6-(3-Chlorophenyl)-5-ethoxypyrazin-2-yl]methyl}pyrimidin